ClC1=C(C(=C(C(=C1C)/C=N/OC)O)C\C=C(\C=C\[C@@]1([C@H](/C(/CC[C@H]1C)=N/OC)C)C)/C)OC 4-chloro-3-methoxy-2-[(2E,4E)-5-[(1R,2R,3E,6R)-3-(methoxyimino)-1,2,6-trimethylcyclohexyl]-3-methylpent-2,4-dien-1-yl]-6-[(1E)-(methoxyimino)methyl]-5-methylphenol